(5-Bromo-1,3-thiazol-4-yl)methanol BrC1=C(N=CS1)CO